6-(7-Fluoro-2-methyl-2H-indazol-5-yl)-N-methyl-N-(piperidin-4-yl)[1,3]thiazolo[4,5-c]pyridin-2-amin-Hydrochlorid Cl.FC1=CC(=CC2=CN(N=C12)C)C1=CC2=C(C=N1)N=C(S2)N(C2CCNCC2)C